C(C)OC(=O)C=1SC(=C(N1)C(=O)N1C2CCC1CC2)C=2C=NC(=CC2C(F)F)NC2(CCC2)C 4-((1S,4S)-7-azabicyclo[2.2.1]Heptane-7-carbonyl)-5-(4-(difluoromethyl)-6-((1-methylcyclobutyl)amino)pyridin-3-yl)thiazole-2-carboxylic acid ethyl ester